(trans-3-(4-(6-bromoquinoxalin-2-yl)-3-cyclopropyl-1H-pyrazol-1-yl)cyclobutyl)methanol BrC=1C=C2N=CC(=NC2=CC1)C=1C(=NN(C1)[C@@H]1C[C@H](C1)CO)C1CC1